FC(C1=NN(C=C1[N+](=O)[O-])C1CCC(CC1)CO)F ((1R,4R)-4-(3-(Difluoromethyl)-4-nitro-1H-pyrazol-1-yl)cyclohexyl)methanol